CC(C)N1N=CC2=CC(=CC=C12)C=1C(=NC(=NC1)N)N [1-(1-methylethyl)indazol-5-yl]-2,4-pyrimidinediamine